5-quinolyl-alanine N1=CC=CC2=C(C=CC=C12)N[C@@H](C)C(=O)O